5-cyano-4-amino-1-(tetrahydro-2H-pyran-4-yl)-1H-pyrazole C(#N)C1=C(C=NN1C1CCOCC1)N